4-(hydroxymethyl)-7-(trifluoromethyl)isochroman-4-ol OCC1(COCC2=CC(=CC=C12)C(F)(F)F)O